C(C)OC(=O)C1=C(C2=C(CCC3=CN(N=C23)CC=2C=NC(=CC2)CC)O1)C 2-[(6-Ethylpyridin-3-yl)methyl]-8-methyl-4,5-dihydro-2H-furo[2,3-g]indazole-7-carboxylic acid ethyl ester